NCC(C#N)NC1=CN=CC2=CC=CC=C12 3-amino-2-(isoquinolin-4-ylamino)propionitrile